ClC1=C(C2=CC=CC=C2C=C1)C1=CC=C(C=C1)C1=NC(=NC(=C1)C1=CC=CC=C1)C1=CC=CC=C1 4-(4-(2-chloronaphthalen-1-yl)phenyl)-2,6-diphenylpyrimidine